F[C@@H]1[C@@H](C2=CC=CC=C2CC1)O (1R,2S)-2-fluoro-1,2,3,4-tetrahydronaphthalen-1-ol